C(#N)C=1C=C(C=NC1)[C@H]1N(OCC1)C(=O)[C@H]1[C@H](CN(CC1)C1=NC=CC(=N1)C(=O)N)F 2-[(3r,4S)-4-[(3S)-3-(5-cyano-3-pyridinyl)isoxazolidin-2-carbonyl]-3-fluoro-1-piperidinyl]pyrimidine-4-carboxamide